[W].[V].FC1(CCN(CC1)C1=NC(=CC(=C1)NC(C1=C(C=C(C=C1)SCCO)C1=CCC2(CC2)CC1)=O)C)F N-(2-(4,4-difluoropiperidin-1-yl)-6-methylpyridin-4-yl)-4-((2-hydroxyethyl)sulfanyl)-2-(spiro[2.5]oct-5-en-6-yl)benzamide vanadium-tungsten salt